N-[3-(6-methyl-7-oxo-1H-pyrrolo[2,3-c]pyridin-4-yl)-4-[3-[2-(4-piperidyloxy)ethoxy]phenoxy]phenyl]propanamide CN1C(C2=C(C(=C1)C=1C=C(C=CC1OC1=CC(=CC=C1)OCCOC1CCNCC1)NC(CC)=O)C=CN2)=O